C([13CH](O)[13CH3])(=O)O.COC1=NC=C(C(=N1)OC)C1=NOC(=C1)[Si](C)(C)C 3-(2,4-dimethoxypyrimidin-5-yl)-5-(trimethylsilyl)isoxazole [2,3-13C]lactate